CN(C1CCC2(CN(C2)C(=O)[O-])CC1)C=1C2=C(N=CN1)N(C=C2)S(=O)(=O)CC2=CC=CC=C2 7-(methyl(7-toluenesulfonyl-7H-pyrrolo[2,3-d]pyrimidin-4-yl)amino)-2-azaspiro[3.5]nonane-2-carboxylate